1-methylpyrazolo[4,5-b]pyridin-5-amine CN1N=CC2=NC(=CC=C21)N